N[C@@H]1C2=CC=CC=C2CC12CCN(CC2)C=2C(NC(=CN2)SC2=C(C(=CC=C2)Cl)Cl)=O (S)-3-(1-amino-1,3-dihydrospiro[indene-2,4'-piperidin]-1'-yl)-6-((2,3-dichlorophenyl)thio)pyrazin-2(1H)-one